C(C)OCC1(CCN(CC1)CC1=CC=C(C=C1)NC(=O)NC)CCC1=CC=CC=C1 1-(4-((4-(ethoxymethyl)-4-phenethylpiperidin-1-yl)methyl)phenyl)-3-methylurea